(R)-3-(2,6-difluoro-4-(piperidin-4-ylamino)phenyl)piperidine-2,6-dione FC1=C(C(=CC(=C1)NC1CCNCC1)F)[C@@H]1C(NC(CC1)=O)=O